NC1=C(C=C2C(NC(C2=C1)=O)C1=C(NC2=CC=CC=C12)CN(C)C)C#C[Si](C)(C)C 6-amino-3-{2-[(dimethylamino)methyl]-1H-indol-3-yl}-5-[2-(trimethylsilyl)ethynyl]-2,3-dihydro-1H-isoindol-1-one